C[C@@H](CCO)CCC=C(C)C |r| (+/-)-3,7-dimethyl-6-octen-1-ol